COCCS1C=CC=C1 1-(2-methoxyethyl)-1H-thiophene